C(C1=C(C=CC=C1)C1=CNC(C2=CC(=CC=C12)O[C@@H](C(=O)N1[C@@H](COCC1)C(=O)N)C)=O)([2H])([2H])[2H] (S)-4-((R)-2-((4-(2-(methyl-d3)phenyl)-1-oxo-1,2-dihydroisoquinolin-7-yl)oxy)propanoyl)morpholine-3-carboxamide